C1(CC1)C=1C=CC2=C(C(=NN(C2=O)CC(=O)NC2=NC=CC=N2)CC)N1 2-(2-Cyclopropyl-8-ethyl-5-oxo-pyrido[2,3-d]pyridazin-6-yl)-N-pyrimidin-2-yl-acetamide